[N+](=O)([O-])C1=NC=CC(=C1)N1C(CCC1)=O 1-(2-nitropyridin-4-yl)pyrrolidin-2-one